O(S(=O)(=O)C(F)(F)F)C=1N=C2N(C(C1)=O)C=CC=C2F 9-fluoro-4-oxo-4H-pyrido[1,2-a]pyrimidin-2-yl triflate